ClC=1C(=C2C(=NC1)NC(=N2)C2=CC=C(C=C2)N2CCN(CC2)CCOC(C)C)NC2CCN(CC2)CC=2SC=CC2 6-Chloro-2-(4-{4-[2-(1-methylethoxy)ethyl]piperazin-1-yl}phenyl)-N-[1-(thiophen-2-ylmethyl)piperidin-4-yl]-3H-imidazo[4,5-b]pyridin-7-amine